2-((2R,5S)-2-(2-(3-((dimethylamino)methyl)oxetan-3-yl)benzo[d]thiazol-5-yl)-5-methylpiperidin-1-yl)-2-oxoacetamide CN(C)CC1(COC1)C=1SC2=C(N1)C=C(C=C2)[C@@H]2N(C[C@H](CC2)C)C(C(=O)N)=O